7-(1-hydroxy-3-propan-2-yl-3,4-dihydro-2,1-benzoxaborinin-7-yl)cinnolin-4-amine OB1OC(CC2=C1C=C(C=C2)C2=CC=C1C(=CN=NC1=C2)N)C(C)C